2-(6-{5-chloro-2-[(oxacyclohex-4-yl)amino]pyrimidin-4-yl}-1-oxo-2,3-dihydro-1H-isoindol-2-yl)-N-methyl-N-(oxacyclohex-4-yl)acetamide ClC=1C(=NC(=NC1)NC1CCOCC1)C1=CC=C2CN(C(C2=C1)=O)CC(=O)N(C1CCOCC1)C